CC=1C=C(CNC2=CC=CC=C2)C=CC1 (3-methylbenzyl)aniline